ethyl (E)-3-(3-(dimethylamino)acryloyl)pyrazine-2-carboxylate CN(/C=C/C(=O)C=1C(=NC=CN1)C(=O)OCC)C